C(C)OC1=CC=C(C=N1)C1=CN=CC(=N1)C(=O)N/N=C/C1=NC(=CC=C1)O (E)-6-(6-ethoxypyridin-3-yl)-N'-((6-hydroxypyridin-2-yl)methylene)pyrazine-2-carbohydrazide